N-(2,2,2-trifluoroethyl)-1',2',3',6'-Tetrahydro-[3,4'-bipyridine]-6-carboxamide FC(CNC(=O)C1=CC=C(C=N1)C=1CCNCC1)(F)F